N1-benzyl-biguanide C(C1=CC=CC=C1)NC(=N)NC(=N)N